FC1=CC=C(/C=C/C(=O)O)C=C1 (E)-4-fluorocinnamic acid